5-(5-(2,5-diazabicyclo[2.2.2]octan-2-yl)-3H-imidazo[4,5-b]pyridin-2-yl)-4-aminothieno[2,3-b]pyridin-6(7H)-one hydrochloride Cl.C12N(CC(NC1)CC2)C2=CC=C1C(=N2)NC(=N1)C1=C(C2=C(NC1=O)SC=C2)N